5-Oxaspiro[3.3]heptane-2-carboxylic acid benzyl ester C(C1=CC=CC=C1)OC(=O)C1CC2(C1)OCC2